CN1N=CC(=C1)CCOC1=NC(=CC(=N1)N1N=C(C=C1)C=1C=C(C=CC1)[C@@H](C)O)N1CCOCC1 (R)-1-(3-(1-(2-(2-(1-methyl-1H-pyrazol-4-yl)ethoxy)-6-morpholinopyrimidin-4-yl)-1H-pyrazol-3-yl)phenyl)ethan-1-ol